l-3-azido-4-hydroxy-N-methoxy-N-methylbenzamide N(=[N+]=[N-])C=1C=C(C(=O)N(C)OC)C=CC1O